C1(CCCCC1)COC1=CC=C(C=C1)C1(CCOCC1)C(=O)N[C@@H](C)C1=CC=C(C(=O)O)C=C1 4-[(1S)-1-[[4-[4-(Cyclohexylmethoxy)phenyl]tetrahydropyran-4-carbonyl]amino]ethyl]benzoic acid